C1(CCCC1)N1C(C=C(C2=C1N=C(N=C2)N2CCC(CC2)NCCC2=CC=CC=C2)C=2C=CC(=C(C=O)C2)F)=O 5-(8-cyclopentyl-7-oxo-2-(4-(phenethylamino)piperidin-1-yl)-7,8-dihydropyrido[2,3-d]pyrimidin-5-yl)-2-fluorobenzaldehyde